C(C1=CC=CC=C1)N1CCC(C2=CC=C(C(=C12)NCC1=CC=C(C=C1)OC)C=O)(C)C 1-benzyl-8-((4-methoxybenzyl)amino)-4,4-dimethyl-1,2,3,4-tetrahydroquinoline-7-carbaldehyde